Methyl 2-(3-methyl-2-oxo-2,3-dihydrobenzo[d]oxazol-5-yl)acetate CN1C(OC2=C1C=C(C=C2)CC(=O)OC)=O